C(C)[C@@H]1N(C[C@H](N(C1)C(C)C=1C=C2N=CC=NC2=CC1)CC)C=1C=2C(N(C(C1)=O)C)=CN(N2)C(=C)C 7-((2S,5R)-2,5-diethyl-4-(1-(quinoxalin-6-yl)ethyl)piperazin-1-yl)-4-methyl-2-(prop-1-en-2-yl)-2,4-dihydro-5H-pyrazolo[4,3-b]pyridin-5-one